(8-bromoindolizin-3-yl)(3-(4-(dimethylamino)piperidin-1-yl)-4-nitrophenyl)methanone BrC1=CC=CN2C(=CC=C12)C(=O)C1=CC(=C(C=C1)[N+](=O)[O-])N1CCC(CC1)N(C)C